C(\C=C\C1=CC(OC)=C(O)C(OC)=C1)(=O)OC(C(O)CC(=O)[O-])=O SINAPOYLMALAT